C1(CC1)C=1NC(=NN1)C1CC2(CN(C2)C(=O)N2CC(C2)C2=NC(=NO2)CC2(CC2)C(F)(F)F)C1 [6-(5-cyclopropyl-4H-1,2,4-triazol-3-yl)-2-azaspiro[3.3]heptan-2-yl]-[3-[3-[[1-(trifluoromethyl)cyclopropyl]methyl]-1,2,4-oxadiazol-5-yl]azetidin-1-yl]methanone